1-(4-chloro-1'-methyl-1-phenyl-1H,1'H-[3,4'-bipyrazol]-5-yl)-3-((3S,4R)-4-(3,4-difluorophenyl)-1-(2-methoxyethyl)pyrrolidin-3-yl)urea ClC=1C(=NN(C1NC(=O)N[C@@H]1CN(C[C@H]1C1=CC(=C(C=C1)F)F)CCOC)C1=CC=CC=C1)C=1C=NN(C1)C